C(C)NC(=O)C1=CN(C2=NC=C(N=C21)N(C2CCN(CC2)C(=O)OC(C)(C)C)C)COCC[Si](C)(C)C tert-butyl 4-{[7-(ethylcarbamoyl)-5-{[2-(trimethylsilyl)ethoxy]methyl}-5H-pyrrolo[2,3-b]pyrazin-2-yl](methyl)amino}piperidine-1-carboxylate